C(C1=CC=CC=C1)[C@H](NC(CNC(CNC(OCC1C2=CC=CC=C2C=2C=CC=CC12)=O)=O)=O)C(NCC(NCOCC(=O)OCC1=CC=CC=C1)=O)=O Benzyl (S)-11-benzyl-1-(9H-fluoren-9-yl)-3,6,9,12,15-pentaoxo-2,18-dioxa-4,7,10,13,16-pentaazaicosan-20-oate